ClC=1C=C2CO[C@@](C2=CC1)(C)[C@H]1O[C@H]([C@@H]([C@@H]1O)O)N1C=CC2=C1N=CN=C2C (2S,3S,4R,5R)-2-((R)-5-chloro-1-methyl-1,3-dihydroisobenzofuran-1-yl)-5-(4-methyl-7H-pyrrolo[2,3-d]pyrimidin-7-yl)tetrahydrofuran-3,4-diol